OCC(C)(C)NC(=O)C=1C=C2C(=NC1)C=CS2 N-(1-hydroxy-2-methylpropan-2-yl)thieno[3,2-b]pyridine-6-carboxamide